5-fluoro-4-[6-(3-hydroxy-3-methyl-but-1-ynyl)-2,3,4,5-tetrahydro-1-benzazepin-1-yl]-1H-quinazolin-2-one FC1=C2C(=NC(NC2=CC=C1)=O)N1CCCCC2=C1C=CC=C2C#CC(C)(C)O